diisobutanol zirconium (IV) dihydroxide [OH-].[OH-].[Zr+4].C(C(C)C)O.C(C(C)C)O